cadaverine, diammonium salt [NH4+].[NH4+].NCCCCCN